FC(C(=O)O)(F)F.NC1=NC2=CC(=CC=C2C=C1F)C[C@@H]1CC[C@]2([C@@H]1O[C@H]([C@@H]2O)N2C=C(C1=C2N=CN=C1N)C)O (2R,3R,3aS,6S,6aR)-6-((2-amino-3-fluoroquinolin-7-yl)methyl)-2-(4-amino-5-methyl-7H-pyrrolo[2,3-d]pyrimidin-7-yl)hexahydro-3aH-cyclopenta[b]furan-3,3a-diol 2,2,2-trifluoroacetate